methyl 6-[5-[5-[(1R)-1-(3,5-dimethylpyridazin-4-yl)ethoxy]-1H-indazol-3-yl]pyrimidin-2-yl]-2,6-diazaspiro[3.3]heptane-2-carboxylate CC=1N=NC=C(C1[C@@H](C)OC=1C=C2C(=NNC2=CC1)C=1C=NC(=NC1)N1CC2(CN(C2)C(=O)OC)C1)C